OC=1C2=C(N(C(CC1C(=O)OC)=O)CC1=CC=C(C=C1)S(=O)(=O)C)C=CC=C2 Methyl 5-hydroxy-1-(4-(methylsulfonyl) benzyl)-2-oxo-2,3-dihydro-1H-benzo[b]azepine-4-carboxylate